5-chloro-N-(2-cyano-4-morpholinophenyl)pyrazolo[1,5-a]pyrimidine-3-carboxamide ClC1=NC=2N(C=C1)N=CC2C(=O)NC2=C(C=C(C=C2)N2CCOCC2)C#N